C(N)(=O)C1CN(CC1)C(=O)C1CCN(CC1)C(=O)C1=C(C=C(C=C1)NC(=O)C=1N(C(=CN1)C1=C(C(=C(C=C1)OC(F)F)F)F)C)Cl N-[4-[4-(3-carbamoyl-pyrrolidine-1-carbonyl)piperidine-1-carbonyl]-3-chloro-phenyl]-5-[4-(difluoromethoxy)-2,3-difluoro-phenyl]-1-methyl-imidazole-2-carboxamide